Copper (II) diethylthiocarbamate C(C)N(C([O-])=S)CC.[Cu+2].C(C)N(C([O-])=S)CC